[Si](C)(C)(C)CCO[Si](OCC)(OCC)OCC (TMS)Tetraethoxysilane